FC(OC=1C=2N(C=C(C1)C#N)C[C@@]1(CCCC3=CC(=CC=C13)F)N2)F (S)-8-(difluoromethoxy)-6'-fluoro-3',4'-dihydro-2'H,3H-spiro[imidazo[1,2-a]pyridine-2,1'-naphthalene]-6-carbonitrile